1-(Thien-3-yl)azetidine-3-carboxylic acid S1C=C(C=C1)N1CC(C1)C(=O)O